O=C1N(C(C[C@H]1C[C@H](C(F)(F)F)C)=O)C1CC2(CC(C2)OC2=C(C(=O)N)C=CC(=N2)OC)C1 2-(((R)-6-((3R)-2,5-dioxo-3-(3,3,3-trifluoro-2-methylpropyl)pyrrolidin-1-yl)spiro[3.3]heptan-2-yl)oxy)-6-methoxynicotinamide